antimony lithium salt [Li].[Sb]